ClC1=CC=CC2=C1N=C(S2)I 4-chloro-2-iodobenzo[d]thiazole